C(C)O[C@@H]1CC[C@H](CC1)C=O trans-4-ethoxycyclohexane-1-carbaldehyde